CC1=C(OC=2CCC3=CN(N=C3C21)CC=2C=NC(=CC2)C)C(=O)OCC ethyl 8-methyl-2-[(6-methylpyridin-3-yl)methyl]-4,5-dihydro-2H-furo[2,3-g]indazole-7-carboxylate